(S)-2-(3-chlorophenyl)-2,2-difluoro-1-(pyridin-3-yl)ethyl ((S)-1-oxo-1-(((S)-1-oxo-3-((S)-2-oxopyrrolidin-3-yl)propan-2-yl)amino)hexan-2-yl)carbamate O=C([C@H](CCCC)NC(O[C@H](C(F)(F)C1=CC(=CC=C1)Cl)C=1C=NC=CC1)=O)N[C@H](C=O)C[C@H]1C(NCC1)=O